C1(CCC1)C1=C2C(=NC(=C1)C1=CC=3C(=NC=CN3)N=C1)SC(=C2N)S(=O)CCOC 4-cyclobutyl-2-(2-methoxyethanesulfinyl)-6-{pyrido[2,3-b]pyrazin-7-yl}thieno[2,3-b]pyridin-3-amine